P=[Se] phosphaneselon